5-(3-(1-benzyl-1H-pyrazol-3-yl)phenyl)pyrimidine C(C1=CC=CC=C1)N1N=C(C=C1)C=1C=C(C=CC1)C=1C=NC=NC1